4-(4-amino-6-((4-vinylphenyl)amino)-1,3,5-triazin-2-yl)anisole NC1=NC(=NC(=N1)NC1=CC=C(C=C1)C=C)C1=CC=C(C=C1)OC